C1(CC1)C=1C(=CC(N2C(=C(SC12)C1=C(C=CC(=C1)O)C)C(=O)O)=O)CC1=CC=CC2=CC=CC=C12 5-Cyclopropyl-8-(4-hydroxytolyl)-4-[(1-naphthyl)methyl]-2-oxo-7-thia-1-azabicyclo[4.3.0]nona-3,5,8-triene-9-carboxylic acid